butyl 4-[(6-iodopyridazin-3-yl)(methyl)amino]-2-methylpiperidine-1-carboxylate IC1=CC=C(N=N1)N(C1CC(N(CC1)C(=O)OCCCC)C)C